1-(2-ethyl)hexyl-3-methylimidazolium CCC(CCCCC)C=1NC=C[N+]1C